The molecule is an (omega-1)-hydroxy fatty acid ascaroside that is ascr#10 in which the pro-R hydrogen that is beta to the carboxy group is replaced by a hydroxy group. It is a metabolite of the nematode Caenorhabditis elegans as well as the sour paste nematode, Panagrellus redivivus. It has a role as a Caenorhabditis elegans metabolite. It is an (omega-1)-hydroxy fatty acid ascaroside, a monocarboxylic acid and a 3-hydroxy carboxylic acid. It derives from an ascr#10 and a (3R,8R)-3,8-dihydroxynonanoic acid. It is a conjugate acid of a bhas#10(1-). C[C@H]1[C@@H](C[C@H]([C@@H](O1)O[C@H](C)CCCC[C@H](CC(=O)O)O)O)O